[N+](=O)([O-])C=1C=C(C(C#N)=CC1NC=1C=C(C=CC1)C)C#N 4-Nitro-5-(m-tolylamino)phthalonitrile